C1N(CC12CCC2)C(=O)C 2-azaspiro[3.3]heptan-2-ylmethyl ketone